N-(5,5-difluoro-1-methylpiperidin-3-yl)-2-methyl-5-((2-(trifluoromethyl)pyridin-3-yl)methoxy)-benzofuran-3-carboxamide FC1(CC(CN(C1)C)NC(=O)C1=C(OC2=C1C=C(C=C2)OCC=2C(=NC=CC2)C(F)(F)F)C)F